N12CCC(C(CC1)CC2)OC(NC(C)(C)C2=CC=C(C=C2)OC2=CC=C(C=C2)C(N(C)C)=O)=O 2-(4-(4-(dimethylcarbamoyl)phenoxy)phenyl)propan-2-ylcarbamic acid 1-azabicyclo[3.2.2]non-4-yl ester